O=C1C=CC=C(N1)N1C=CC2=C1N=CNC2=O 7-(6-oxo-1,6-dihydropyridin-2-yl)-3,7-dihydro-4H-pyrrolo[2,3-d]pyrimidin-4-one